4-(2,6-Dimethoxy-4-propylphenyl)-1,3,3,5-tetramethylindolin-2-one COC1=C(C(=CC(=C1)CCC)OC)C1=C2C(C(N(C2=CC=C1C)C)=O)(C)C